CC=1SC(=CN1)S(=O)(=O)N1CCC(CC1)C=1C(=CC=2N(C1)N=CN2)C(F)(F)F 2-methyl-5-((4-(7-(trifluoromethyl)-[1,2,4]triazolo[1,5-a]pyridin-6-yl)piperidin-1-yl)sulfonyl)thiazole